C[C@H]1[C@@H](CCC[C@H]1C=C)S(=O)[O-].[Na+] sodium (1R,2R,3S)-2-methyl-3-vinylcyclohexane-1-sulfinate